C(C1=CC=CC=C1)OC(=O)N1C(OC([C@@H]1C(C)C)=O)=O (S)-3-benzyloxycarbonyl-4-isopropyl-2,5-oxazolidinedione